1,1,1,3,3,3-Hexafluoropropan-2-yl (R)-1-(benzoylcarbamoyl)-6-azaspiro[2.5]octan-6-carboxylat C(C1=CC=CC=C1)(=O)NC(=O)[C@@H]1CC12CCN(CC2)C(=O)OC(C(F)(F)F)C(F)(F)F